tert-butyl 4-(3-(2,6-dioxopiperidin-3-yl)-7-fluoro-1-methyl-1H-indazol-6-yl)piperidine-1-carboxylate O=C1NC(CCC1C1=NN(C2=C(C(=CC=C12)C1CCN(CC1)C(=O)OC(C)(C)C)F)C)=O